FC12CC3(CC(CC(C1)(C3)O)C2)NC=2C=C(C=3N(N2)C(=CN3)C#N)NC3=NC2=C(C=CC=C2C=C3)OC 6-[(3-Fluoro-5-hydroxyadamantan-1-yl)amino]-8-[(8-methoxychinolin-2-yl)amino]imidazo[1,2-b]pyridazin-3-carbonitril